3,4-dibromoisopropylbenzene BrC=1C=C(C=CC1Br)C(C)C